CC=1CC2(CC1C)CCCC(C2=O)(C)C 2,3,9,9-tetramethylspiro[4.5]dec-2-en-10-one